C(C1=CC=CC=C1)C=1NC(=NN1)C(=O)NC1=NC=CC(=C1)C1=C(C=CC(=C1)OCCO)C 5-benzyl-N-(4-(5-(2-hydroxyethoxy)-2-methylphenyl)pyridin-2-yl)-4H-1,2,4-triazole-3-carboxamide